trans-trans-Muconic acid C(\C=C\C=C\C(=O)O)(=O)O